{3-[2-(4-chloro-3-fluorophenoxy)acetylamino]bicyclo[1.1.1]pentan-1-yl}-2-(4-chloro-3-fluorophenyl)-1,3-oxazole-4-carboxamide ClC1=C(C=C(OCC(=O)NC23CC(C2)(C3)C3=C(N=C(O3)C3=CC(=C(C=C3)Cl)F)C(=O)N)C=C1)F